CC1=C(C2=CC(=CC=C2C=C1)C)C=1C(N(N=CC1OC)C)=O 4-(2,7-dimethyl-1-naphthalenyl)-5-methoxy-2-methyl-3(2H)-pyridazinone